COC=1C2=C(N=C(N1)N[C@H]1[C@@H](COCC1)OC)NC=C2C2=CC=1N(C=C2)N=CC1 4-methoxy-N-((3S,4R)-3-methoxytetrahydro-2H-pyran-4-yl)-5-(pyrazolo[1,5-a]pyridin-5-yl)-7H-pyrrolo[2,3-d]pyrimidin-2-amine